tert-Butyl 6-[4-[[4-(3-hydroxyphenyl)naphthalen-1-yl]methyl]piperazin-1-yl]pyridazine-3-carboxylate OC=1C=C(C=CC1)C1=CC=C(C2=CC=CC=C12)CN1CCN(CC1)C1=CC=C(N=N1)C(=O)OC(C)(C)C